3-(6-nitropyridin-3-yl)-3,8-diazabicyclo[3.2.1]octane [N+](=O)([O-])C1=CC=C(C=N1)N1CC2CCC(C1)N2